aluminum tri(sec-butylate) CC([O-])CC.CC([O-])CC.CC([O-])CC.[Al+3]